(1R,3R)-1-[2,6-difluoro-4-[1-(3-fluoropropyl)azetidin-3-yl]oxy-phenyl]-3-methyl-2-[(3-methyloxybutan-3-yl)methyl]-1,3,4,9-tetrahydropyrido[3,4-b]indole FC1=C(C(=CC(=C1)OC1CN(C1)CCCF)F)[C@H]1N([C@@H](CC2=C1NC1=CC=CC=C21)C)CC(CC)(C)OC